ClC=1C=NC=C(C1)S(=O)(=O)C(C)C 3-chloro-5-[(1-methylethyl)sulfonyl]pyridine